N-(4-((2-(1,1-difluoroethyl)-6-methylpyrimidin-4-yl)amino)-5-(1-methyl-5-((4-methylpiperazin-1-yl)methyl)-1H-pyrazol-3-yl)pyridin-2-yl)acetamide FC(C)(F)C1=NC(=CC(=N1)NC1=CC(=NC=C1C1=NN(C(=C1)CN1CCN(CC1)C)C)NC(C)=O)C